2-methyl-2-morpholino(4-methyl-thiophenyl)propan-1-one CC(C(=O)C=1SC=C(C1)C)(C)N1CCOCC1